C(C1=CC=CC=C1)OC(=O)N1[C@H](CCC1)C(N(C(C(=O)NCC(C)(C)O)C=1C=NC=CC1)C1=CC=C(C=C1)C(C)(C)C)=O (2R)-benzyl-2-((4-(tert-butyl)phenyl) (2-((2-hydroxy-2-methylpropyl)amino)-2-oxo-1-(pyridin-3-yl) ethyl)carbamoyl)pyrrolidine-1-carboxylate